BrC1=C(C=CC=C1)NC(C)C1=CC(=CN2C1=NC(=C(C2=O)C)N2CC1=CC=CC=C1C2)C 9-(1-((2-bromophenyl)amino)ethyl)-2-(isoindolin-2-yl)-3,7-dimethyl-4H-pyrido[1,2-a]pyrimidin-4-one